(1S,2S)-N-(6-(4-chloro-3-fluoro-2-methylphenyl)imidazo[1,2-a]pyridin-2-yl)-2-fluorocyclopropane-1-carboxamide ClC1=C(C(=C(C=C1)C=1C=CC=2N(C1)C=C(N2)NC(=O)[C@H]2[C@H](C2)F)C)F